Cl.CC1=CC=CC(=N1)NC(=O)[C@H]1NCCC1 (S)-N-(6-methylpyridin-2-yl)pyrrolidine-2-carboxamide hydrochloride